OC1=C(C(=CC(=C1)C(F)(F)F)C)C1=CC=C(N=N1)N1CC[C@H]2[C@@H]1CN(CC2)C(C)=O 1-[(3aR,7aR)-1-[6-[2-hydroxy-6-methyl-4-(trifluoromethyl)phenyl]pyridazin-3-yl]-3,3a,4,5,7,7a-hexahydro-2H-pyrrolo[2,3-c]pyridin-6-yl]ethanone